5-chloro-3,3-dimethyl-1H-pyrrolo[3,2-b]pyridin-2-one ClC1=CC=C2C(=N1)C(C(N2)=O)(C)C